ClC1=C(C(=CC=C1)F)CC(=O)NC1=CN=NC(=C1)NC1=CC(=CC(=C1)F)F 2-(2-chloro-6-fluorophenyl)-N-[6-(3,5-difluoroanilino)pyridazin-4-yl]acetamide